CN1N=C2C(=C(C(=CC2=C1)C=1C=CC=2C(N1)=NN(N2)C2CCNCC2)O)C 2,7-dimethyl-5-[2-(4-piperidinyl)triazolo[4,5-B]pyridin-5-yl]indazol-6-ol